C(C)(C)OC1=CC=2N(C=C1C(=O)NC=1C=NN3C1N=CC=C3)C=C(N2)[C@]23CO[C@](CC2)(C3)C 7-isopropoxy-2-((1R,4S)-1-methyl-2-oxabicyclo[2.2.1]hept-4-yl)-N-(pyrazolo[1,5-a]pyrimidin-3-yl)imidazo[1,2-a]pyridine-6-carboxamide